3-((5-(imidazo[1,2-a]pyrimidin-6-yl)-4-methoxy-7H-pyrrolo[2,3-d]pyrimidin-2-yl)amino)-1-methylcyclobutan-1-ol N=1C=CN2C1N=CC(=C2)C2=CNC=1N=C(N=C(C12)OC)NC1CC(C1)(O)C